2-((R)-3-(1-(1-((R)-1-(2,4-dichlorophenyl)ethyl)-3-(trifluoromethyl)-1H-pyrazolo[3,4-b]pyrazin-6-yl)azetidin-3-yl)piperidin-1-yl)ethan-1-ol benzenesulfonate C1(=CC=CC=C1)S(=O)(=O)OCCN1C[C@H](CCC1)C1CN(C1)C1=CN=C2C(=N1)N(N=C2C(F)(F)F)[C@H](C)C2=C(C=C(C=C2)Cl)Cl